FC(CC1N(CCN(C1)C1=NC=C(C(=N1)OCC)C(NC=1C=C(C=2N(C1)C=C(N2)C)F)=O)C(=O)OC(C)(C)C)F tert-butyl 2-(2,2-difluoroethyl)-4-[4-ethoxy-5-(8-fluoro-2-methylimidazo[1,2-a]pyridin-6-ylcarbamoyl)pyrimidin-2-yl]piperazine-1-carboxylate